3,4-Dichlorophenyl 3-deoxy-3-[4-(propyl-carbonyl)-1H-1,2,3-triazol-1-yl]-1-thio-α-D-galactopyranoside C(CC)C(=O)C=1N=NN(C1)[C@@H]1[C@H]([C@@H](SC2=CC(=C(C=C2)Cl)Cl)O[C@@H]([C@@H]1O)CO)O